N1C=NC(=C1)C[C@@H](C(=O)OC)NCCOCCOC (S)-methyl 3-(1H-imidazol-4-yl)-2-((2-(2-methoxyethoxy)ethyl)amino)propanoate